ClC1=C(C=CC(=C1)F)C1=CC(OC2=CC(=CC=C12)C[C@@H](C(=O)N(C)C)C)=O (S)-3-(4-(2-chloro-4-fluorophenyl)-2-oxo-2H-chromen-7-yl)-N,N,2-trimethylpropanamide